(S)-2-((4-(2-(2,4-dichlorophenyl)-4-fluoro-2H-chromen-8-yl)piperidin-1-yl)methyl)-1-((1-(fluoromethyl)cyclopropyl)methyl)-1H-benzo[d]imidazole-6-carboxylic acid ClC1=C(C=CC(=C1)Cl)[C@H]1OC2=C(C=CC=C2C(=C1)F)C1CCN(CC1)CC1=NC2=C(N1CC1(CC1)CF)C=C(C=C2)C(=O)O